C1(CC1)CN1C(=CC2=CC=C(C=C12)C=1C=NC(=CC1)S(=O)(=O)C)C1=NC2=C(N1C)C(=CC(=C2)C(=O)N2C[C@@H](C[C@H](C2)F)N)OC (3R,5R)-1-{2-[1-(cyclopropylmethyl)-6-(6-methanesulfonylpyridin-3-yl)-1H-indol-2-yl]-7-methoxy-1-methyl-1H-1,3-benzodiazole-5-carbonyl}-5-fluoropiperidin-3-amine